3,5-dichloro-N-((5-chloro-4-(((ethyl(methyl)amino)methylene)amino)-2-methylphenyl)(methyl)(oxo)-λ6-sulfaneylidene)benzamide ClC=1C=C(C(=O)N=S(=O)(C)C2=C(C=C(C(=C2)Cl)N=CN(C)CC)C)C=C(C1)Cl